(2R,3S)-3-phenylazetidine-2-carboxylic acid ethyl ester C(C)OC(=O)[C@@H]1NC[C@@H]1C1=CC=CC=C1